((2R,3R)-3-(2-chlorobenzyl)-1,4-dioxaspiro[4.5]dec-2-yl)methanol ClC1=C(C[C@@H]2[C@H](OC3(O2)CCCCC3)CO)C=CC=C1